OC(CCCCCCCCCC(=O)O)CC=CCC=CCCCCCCCCCCCCC 11-Hydroxy-triaconta-13,16-dienoic acid